NCC=1C=NN(C1)CC1=CC2=C(C(=NO2)NS(=O)(=O)C=2C=C(C(=O)NC)C=CC2)C(=C1)OC 3-(N-(6-((4-(aminomethyl)-1H-pyrazol-1-yl)methyl)-4-methoxybenzo[d]isoxazol-3-yl)sulfamoyl)-N-methyl-benzamide